C(C)(C)(C)OC(=O)N[C@@H]1[C@H](CC(CC1)(F)F)C(=O)OCC ethyl (1S,2S)-2-((tert-butoxycarbonyl)amino)-5,5-difluorocyclohexane-1-carboxylate